[Cl-].C[N+](CCCNC(CCCCCCCCCCCCC)=O)(CC1=CC=C(C=C1)C#N)C N-(3-(dimethyl-4-cyanobenzyl-ammonio)propyl)myristamide chloride